C(C)N(CC)[Sn](C(C)(C)C)(N(CC)CC)N(CC)CC tris(diethylamino)t-butyltin